(1S,3S)-3-((6-(5-(bromomethyl)-1-methyl-1H-1,2,3-triazol-4-yl)-2-methylpyridin-3-yl)oxy)cyclohexane-1-carboxylic acid methyl ester COC(=O)[C@@H]1C[C@H](CCC1)OC=1C(=NC(=CC1)C=1N=NN(C1CBr)C)C